(4S)-6-chloro-4-(cyclopropylethynyl)-3,4-dihydro-4-(trifluoromethyl)-2(1H)-quinazolinone ClC=1C=C2[C@](NC(NC2=CC1)=O)(C(F)(F)F)C#CC1CC1